C(#N)C1=CC=C(C=2N1N=CC2F)[C@H]2NC=CN(C2)C (R)-2-(7-cyano-3-fluoropyrazolo[1,5-a]pyridin-4-yl)-4-methyl-1,2,3,4-tetrahydropyrazine